C(CCCCCCCCCCCCCCC(=O)OCN1C(CCC2=CC=C(C=C12)OCCCCN1CCN(CC1)C1=CC=CC=2SC=CC21)=O)(=O)OCN2C(CCC1=CC=C(C=C21)OCCCCN2CCN(CC2)C2=CC=CC=1SC=CC12)=O bis((7-(4-(4-(benzo[b]thiophen-4-yl)piperazin-1-yl)butoxy)-2-oxo-3,4-dihydroquinolin-1(2H)-yl)methyl) hexadecanedioate